3-amino-4-azidoethoxyfurazan NC1=NON=C1OCCN=[N+]=[N-]